8-BOC-3,8-diazabicyclo[3.2.1]octane C(=O)(OC(C)(C)C)N1C2CNCC1CC2